CC1=NN(C(=N1)C)CC1=CC=C(C=C1)C=1C=C(C=CC1C=1N=NNN1)C1=CC=CC=C1 5-(4''-((3,5-Dimethyl-1H-1,2,4-triazol-1-yl)methyl)-[1,1':3',1''-terphenyl]-4'-yl)-2H-tetrazole